COC(=O)C1=CC=C2C(=C(C(=NC2=C1)C1=C(C=C(C=C1F)S(=O)(=O)N1C[C@H](CC1)F)F)F)C 2-{2,6-Difluoro-4-[(3S)-3-fluoro-pyrrolidine-1-sulfonyl]phenyl}-3-fluoro-4-methylquinoline-7-carboxylic acid methyl ester